1-[rac-(2R,3R,4S,5R)-5-fluoro-3,4-dihydroxy-5-(iodomethyl)tetrahydrofuran-2-yl]pyrimidine-2,4-dione F[C@]1([C@H]([C@H]([C@@H](O1)N1C(NC(C=C1)=O)=O)O)O)CI |r|